5a-cholestanol C[C@H](CCCC(C)C)[C@H]1CC[C@@H]2[C@@]1(CC[C@H]3[C@H]2CC[C@@H]4[C@@]3(CC[C@@H](C4)O)C)C